(2,6,6-trimethylcyclohexen-1-yl)nona-2,4,6,8-tetraen-1-ol CC1=C(C(CCC1)(C)C)C(C=CC=CC=CC=C)O